C12C(C(C(CC1)C2)C(=O)[O-])C(=O)[O-].[Ca+2] calcium cis-endo-bicyclo[2.2.1]heptane-2,3-dicarboxylate